tert-butyl 3-((1-(N-(6-(cyclopentylmethoxy)-5-cyclopropylbenzo[d]isoxazol-3-yl)sulfamoyl)piperidin-4-yl)oxy)pyrrolidine-1-carboxylate C1(CCCC1)COC1=CC2=C(C(=NO2)NS(=O)(=O)N2CCC(CC2)OC2CN(CC2)C(=O)OC(C)(C)C)C=C1C1CC1